2-(2-bromo-5-((4-chlorobenzyl)oxy)phenoxy)tetrahydro-2H-pyran BrC1=C(OC2OCCCC2)C=C(C=C1)OCC1=CC=C(C=C1)Cl